ClC1=CC(=C(N)C=C1)C1=NC=NC(=C1C)OC 4-chloro-2-(6-methoxy-5-methylpyrimidin-4-yl)aniline